2,5-dihydroxybenzenesulfonic acid isopropyl ester C(C)(C)OS(=O)(=O)C1=C(C=CC(=C1)O)O